4-chloro-3-(4-((S)-2-cyclohexyl-2-(1,2,3,4-tetrahydropyrrolo[1,2-a]pyrazine-6-carboxamido)acetamido)-2-fluorophenyl)-2-methylpyridine 1-oxide ClC1=C(C(=[N+](C=C1)[O-])C)C1=C(C=C(C=C1)NC([C@@H](NC(=O)C1=CC=C2N1CCNC2)C2CCCCC2)=O)F